C(C)OC1=CC=C(C=C1)NC(C1=CC=C(C=C1)NS(=O)(=O)C1=CC(=CC=C1)C(F)(F)F)=O N-(4-ethoxyphenyl)-4-((3-(trifluoromethyl)phenyl)sulfonamido)benzamide